6-CHLORO-5-METHOXYPICOLINALDEHYDE ClC1=C(C=CC(=N1)C=O)OC